CC1=CC=C(C=C1)S(=O)(=O)OC=1C=C(C=CC1)NC(=O)NC1=CC=C(C=C1)OS(=O)(=O)C1=CC=C(C)C=C1 N-[3-(p-toluenesulfonyloxy)phenyl]-N'-[4'-(p-toluenesulfonyloxy)phenyl]urea